C(C)N1CCN(CC1)CCC(=O)N 3-(4-ethylpiperazin-1-yl)propanamide